N-(methyl-d3)pyridazin-3-carboxamide C(NC(=O)C=1N=NC=CC1)([2H])([2H])[2H]